C1=C/[N+](=C\C=CCO)/C(=NC1=N)[O-] 1-(4'-hydroxy-1',2'-butadienyl)cytosine